C(C)C=1C=C(C=CC1OC=1C=NN2C1C=CC=C2)N2C(N(CC2=O)C=2C=NC=C(C2)C(F)(F)F)=O 3-[3-ethyl-4-(pyrazolo[1,5-a]pyridin-3-yloxy)phenyl]-1-[5-(trifluoromethyl)-3-pyridinyl]-2,4-imidazolidinedione